(3-iodophenyl)-1H-indazol-3-amine IC=1C=C(C=CC1)N1N=C(C2=CC=CC=C12)N